5-[5-(4-Butanoyl-3-hydroxy-2-methylphenoxy)pentyloxy]-2-methylpyridine-3-carboxylic acid C(CCC)(=O)C1=C(C(=C(OCCCCCOC=2C=C(C(=NC2)C)C(=O)O)C=C1)C)O